1-[3-(4-Bromo-2-methyl-2H-pyrazol-3-yl)-4-methoxyphenyl]-3-(4-chloro-phenyl)-urea BrC1=C(N(N=C1)C)C=1C=C(C=CC1OC)NC(=O)NC1=CC=C(C=C1)Cl